C1=CC=CC=2C3=CC=CC=C3C(C12)COC(=O)N(C(C(=O)O)CCC1=C(C=CC=C1)C(F)(F)F)C 2-((((9H-Fluoren-9-yl)methoxy)carbonyl)(methyl)amino)-4-(2-(trifluoromethyl)phenyl)butanoic acid